glucuronic acid methyl ester, sodium salt [Na].COC([C@H]([C@H]([C@@H]([C@H](C=O)O)O)O)O)=O